(E)-5-(3-fluorostyryl)-2-isopropyl-3-methoxypyridine FC=1C=C(/C=C/C=2C=C(C(=NC2)C(C)C)OC)C=CC1